3-mercapto-5-methoxybenzoic acid SC=1C=C(C(=O)O)C=C(C1)OC